N,N-dimethyl-1-[3-[(3S)-3-methyl-2,3,4,5-tetrahydropyridin-6-yl]phenoxy]propan-2-amine CN(C(COC1=CC(=CC=C1)C=1CC[C@@H](CN1)C)C)C